3-(sec-butoxy)oxetane C(C)(CC)OC1COC1